C1(=CC=CC=C1)[Cr](C1=CC=CC=C1)C1=CC=CC=C1 triphenylchromium